2-(6-(1-(difluoromethyl)cyclopropyl)pyridin-3-yl)acetic acid FC(C1(CC1)C1=CC=C(C=N1)CC(=O)O)F